1-benzyl-3-((1-(tert-butoxycarbonyl)azetidin-3-yl)oxy)pyridin-1-ium bromide [Br-].C(C1=CC=CC=C1)[N+]1=CC(=CC=C1)OC1CN(C1)C(=O)OC(C)(C)C